(4-(2,8-dimethylimidazo[1,2-a]pyridin-6-yl)-2-(methoxymethoxy)phenyl)boronic acid CC=1N=C2N(C=C(C=C2C)C2=CC(=C(C=C2)B(O)O)OCOC)C1